C(C)(C)(C)OC(=O)N1CC(N(CC1)C=1C=C2C=C(C(=NC2=CC1)N1CCN(CC1)C(=O)OC(C)(C)C)Cl)=O 4-[2-(4-tert-Butoxycarbonylpiperazin-1-yl)-3-chloro-6-quinolinyl]-3-oxo-piperazine-1-carboxylic acid tert-butyl ester